C12(CC3CC(CC(C1)C3)C2)C2=NN(C3=CC=CC=C23)CCCCC (3s,5s,7s)-adamantan-1-yl-1-pentyl-1H-indazole